Racemic-3-(isoquinolin-4-yl)-2-oxo-1-(4-(trifluoromethyl)pyrimidin-2-yl)imidazolidine-4-carbonitrile C1=NC=C(C2=CC=CC=C12)N1C(N(C[C@@H]1C#N)C1=NC=CC(=N1)C(F)(F)F)=O |r|